NC1=NNC(=N1)C1=NN=C(O1)N 5-(3-amino-1H-1,2,4-triazol-5-yl)-1,3,4-oxadiazole-2-amine